ClC1=CC(=CC=2CN(CCOC21)C(C)C2=CC(=NC=C2)OC)N2C=CC1=CC(=CC=C21)F 9-chloro-7-(5-fluoroindol-1-yl)-4-[1-(2-methoxypyridin-4-yl)ethyl]-3,5-dihydro-2H-1,4-benzoxazepine